[N+](=O)([O-])N1N=C(N=C1[N+](=O)[O-])N 1-nitro-3-amino-5-nitro-1,2,4-triazole